2-chloro-9,10-dinaphthylanthracene ClC1=CC2=C(C3=CC=CC=C3C(=C2C=C1)C1=CC=CC2=CC=CC=C12)C1=CC=CC2=CC=CC=C12